[K]N1C(C2=CC=CC=C2C1=O)=O 2-potassioisoindole-1,3-dione